1-{(3RS)-3-[(4-{3-[3-(trifluoromethyl)phenyl]-1H-pyrrolo[3,2-b]pyridin-2-yl}pyridin-3-yl)oxy]pyrrolidin-1-yl}prop-2-yn-1-one FC(C=1C=C(C=CC1)C1=C(NC=2C1=NC=CC2)C2=C(C=NC=C2)O[C@H]2CN(CC2)C(C#C)=O)(F)F |r|